C(C)OC=1C(=C(C2=CC=CC=C2C1)O)C ethoxy-2-methylnaphthalen-1-ol